BrC=1C(=C(C=CC1)NC(=O)C1=NN2C([C@H](CCC2)NC[Si](C)(C)C)=C1)C (4S)-N-(3-bromo-2-methyl-phenyl)-4-(trimethylsilylmethylamino)-4,5,6,7-tetrahydropyrazolo[1,5-a]pyridine-2-carboxamide